S1(CC=CC1)(=O)=O 2,5-dihydrothiophen 1,1-dioxide